FC1=CC=CC2=C1NC(=N2)C2=NNC1=CC=C(C=C21)C(=O)OC methyl 3-(7-fluoro-1H-benzo[d]imidazol-2-yl)-1H-indazole-5-carboxylate